(1S,9S)-1-amino-9-ethyl-5-fluoro-4,9-dihydroxy-1,2,3,9,12,15-hexahydro-10H,13H-benzo[de]pyrano[3',4':6,7]indolizino[1,2-b]quinoline-10,13-dione methanesulfonate CS(=O)(=O)O.N[C@H]1CCC=2C=3C1=C1C(=NC3C=C(C2O)F)C2=CC3=C(C(N2C1)=O)COC([C@]3(O)CC)=O